1-(4-chloro-5-fluoropyrimidin-2-yl)-3-(naphthalen-2-yl)urea ClC1=NC(=NC=C1F)NC(=O)NC1=CC2=CC=CC=C2C=C1